C[C@@H]1CN(CCN1)C2=C(C=C3C(=C2)N(C=C(C3=O)C(=O)O)C4=C(C=C(C=C4)F)F)F The molecule is 1-(2,4-difluorophenyl)-6-fluoro-7-(3-methylpiperazin-1-yl)-4-oxo-1,4-dihydroquinoline-3-carboxylic acid that has R configuration. It has a role as an antibacterial drug, an antiinfective agent and an EC 5.99.1.3 [DNA topoisomerase (ATP-hydrolysing)] inhibitor. It is an enantiomer of a (S)-temafloxacin.